FC(C=1N=C2C(=NC1N1CCC3(CC1)[C@@H](C1=CC=CC=C1C3)N)NN=C2N2CCCC3=NC=CC=C23)F (S)-1'-(5-(difluoromethyl)-3-(3,4-dihydro-1,5-naphthyridin-1(2H)-yl)-1H-pyrazolo[3,4-b]pyrazin-6-yl)-1,3-dihydrospiro[inden-2,4'-piperidin]-1-amine